N-[[4-(3-hydroxyprop-1-ynyl)-3-methyl-7-[4-(trifluoromethoxy)phenyl]benzimidazol-5-yl]methyl]prop-2-enamide OCC#CC1=C(C=C(C=2N=CN(C21)C)C2=CC=C(C=C2)OC(F)(F)F)CNC(C=C)=O